6-Fluoro-5-(3-fluoropiperazin-1-yl)-2,3-dihydro-1,4-benzodioxine FC1=C(C2=C(OCCO2)C=C1)N1CC(NCC1)F